(1s,4s)-4-(2-(tetrahydro-2H-pyran-4-ylamino)-8-(2,3,6-trifluorophenylamino)-9H-purin-9-yl)cyclohexanecarboxamide O1CCC(CC1)NC1=NC=C2N=C(N(C2=N1)C1CCC(CC1)C(=O)N)NC1=C(C(=CC=C1F)F)F